NCC1(C2CCN(CC12)C1=C(N=C2C(=N1)NN=C2C2=C(C(=CC=C2)Cl)Cl)CO)C2=CC(=CC=C2)F [6-[7-(aminomethyl)-7-(3-fluorophenyl)-3-azabicyclo[4.1.0]heptan-3-yl]-3-(2,3-dichlorophenyl)-1H-pyrazolo[3,4-b]pyrazin-5-yl]methanol